CC1=C(C=2N(N=C1)C(C=C(N2)C(F)(F)F)=O)C 8,9-dimethyl-2-(trifluoromethyl)-4H-pyrimido[1,2-b]pyridazin-4-one